2-chloro-3-fluoromethyl-aniline ClC1=C(N)C=CC=C1CF